ClC=1C=C2C(=NC(=NC2=C(C1C1=C(C=CC=C1O)F)F)OC1CN(CC1)CC(F)(F)F)N1CCN(CC1)C(C=C)=O 1-(4-(6-chloro-8-fluoro-7-(2-fluoro-6-hydroxyphenyl)-2-(1-(2,2,2-trifluoroethyl)pyrrolidin-3-yloxy)quinazolin-4-yl)piperazin-1-yl)prop-2-en-1-one